COCCNC(O[C@@H]1CC[C@H](CC1)C(N(C[C@@H]1CC[C@H](CC1)C1=CC(=C(C=C1)OC)C)C1=CC(=CC=C1)C=1C=NN(C1)C1CC1)=O)=O trans-4-((3-(1-Cyclopropyl-1H-pyrazol-4-yl)phenyl)((trans-4-(4-methoxy-3-methylphenyl)cyclohexyl)methyl)carbamoyl)cyclohexyl (2-methoxyethyl)carbamate